C(=O)(O)[C@@H](O)[C@H](O)C(=O)O.N[C@@H](CCO)C (R)-3-aminobutanol D-tartrate